P(=O)(OC[C@]1(OC([C@@H]([C@@H]1O)O)C1=CC=C2C(=NC=NN21)N)C#N)(OC[C@@H](COCCCCCCCCCCCCCC)OC=2C=NC(=CC2)C#N)O ((2R,3S,4R)-5-(4-aminopyrrolo[2,1-f][1,2,4]triazin-7-yl)-2-cyano-3,4-dihydroxytetrahydrofuran-2-yl)methyl ((R)-2-((6-cyanopyridin-3-yl)oxy)-3-(tetradecyloxy)propyl) hydrogen phosphate